C1(CCC1)N1N=CC(=C1)C1=NN=C(O1)C(=O)N1[C@H](C2=C(CC1)NC=N2)C2=NN1C(C(=CC=C1)F)=C2 (R)-(5-(1-cyclobutyl-1H-pyrazol-4-yl)-1,3,4-oxadiazol-2-yl)(4-(4-fluoropyrazolo[1,5-a]pyridin-2-yl)-6,7-dihydro-1H-imidazo[4,5-c]pyridin-5(4H)-yl)methanone